6-(E)-(1'-methyl-4-hydroxy-3-methylbut-2-en-1-ylamino)-9-glucopyranosylpurine CC(\C=C(\CO)/C)NC1=C2N=CN(C2=NC=N1)C1[C@H](O)[C@@H](O)[C@H](O)[C@H](O1)CO